COC1=CC=C2C(=N1)NC=C2C2(CCN(CC2)C=2C=CC1=C(N=C(O1)N1CCOCC1)C2)O 4-(6-methoxy-1H-pyrrolo[2,3-b]pyridin-3-yl)-1-(2-morpholinobenzo[d]oxazol-5-yl)piperidin-4-ol